2-chloro-4-hydroxybenzonitrile ClC1=C(C#N)C=CC(=C1)O